NC1=NC=NN2C1=CC=C2[C@]2([C@@H]([C@@H]([C@H](O2)COP(=O)(OC2=CC=CC=C2)N[C@H](C(=O)OCC)C(C)C)O)O)C#N ethyl (2S)-2-(((((2R,3S,4R,5R)-5-(4-aminopyrrolo[2,1-f][1,2,4]triazin-7-yl)-5-cyano-3,4-dihydroxytetrahydrofuran-2-yl) methoxy) (phenoxy) phosphoryl) amino)-3-methylbutanoate